rac-tert-butyl (3aR,6aR)-5-allyl-4-oxohexahydrocyclopenta[b]pyrrole-1(2H)-carboxylate C(C=C)[C@H]1C([C@H]2[C@H](N(CC2)C(=O)OC(C)(C)C)C1)=O |&1:3|